FC1(CCC(CC1)[C@H](NC(=O)[C@H]1[C@H](C1)F)C1=NC2=C(N1)C=CC(=C2)[C@@H](C)NC(CCC(F)(F)F)=O)F (1S,2S)-N-((S)-(4,4-Difluorocyclohexyl)(5-((R)-1-(4,4,4-trifluorobutanamido)ethyl)-1H-benzo[d]imidazol-2-yl)methyl)-2-fluorocyclopropane-1-carboxamide